(6-Amino-4-methoxy-3',4',5',6'-tetrahydro-2'H-[3,4]bipyridinyl-1'-yl)-[4-methoxy-5-(4-trifluoromethyl-phenyl)-pyridin-2-yl]-methanone NC1=CC(=C(C=N1)C1CCN(CC1)C(=O)C1=NC=C(C(=C1)OC)C1=CC=C(C=C1)C(F)(F)F)OC